FC1(CCC(CC1)C1=NN2C(N(C(C3=C2N=C(C=C3)C(F)(F)F)=O)CC(=O)NC3=NC=C(C=C3)F)=C1)F.[Na].[Na].[Ca] Calcium diNatrium 2-(2-(4,4-Difluorocyclohexyl)-5-oxo-8-(trifluoromethyl)pyrazolo[1,5-a]pyrido[3,2-e]pyrimidin-4(5H)-yl)-N-(5-fluoropyridin-2-yl)acetamide